CC1=C(C=C(C=C1)[N+](=O)[O-])C1=NN(C=N1)C(F)(F)F 3-(2-methyl-5-nitrophenyl)-1-(trifluoromethyl)-1H-1,2,4-triazole